CN(CC(=O)N(C)[C@@H]1[C@H](CC[C@@H](C1)C1=CC(=CC=C1)C(F)(F)F)NC(OC(C)(C)C)=O)C tert-butyl ((1S,2S,4S)-2-(2-(dimethylamino)-N-methylacetamido)-4-(3-(trifluoromethyl)-phenyl)cyclohexyl)carbamate